secondary hexyl phosphonate P(OC(C)CCCC)([O-])=O